NC1=C2C(=NC=N1)N(N=C2C2=CC=C(C=C2)OC2=CC=CC=C2)C2CCN(CC2)CC2=C(C=NC=C2)NC2C(NC(CC2)=O)=O 3-((4-((4-(4-amino-3-(4-phenoxyphenyl)-1H-pyrazolo[3,4-d]pyrimidin-1-yl)piperidin-1-yl)methyl)pyridin-3-yl)amino)piperidine-2,6-dione